lead-zirconium oxide [O-2].[Zr+4].[Pb+2].[O-2].[O-2]